(((4-chlorobenzyl)oxy)methyl)-4-methyl-5-(methylsulfonyl)-4H-1,2,4-triazole ClC1=CC=C(COCC2=NN=C(N2C)S(=O)(=O)C)C=C1